N-(3-fluoro-4-((3-((2-hydroxy-2-methyl-propyl)amino)-1H-pyrazolo[3,4-b]-pyridin-4-yl)oxy)-phenyl)-2-(4-fluoro-phenyl)-3-oxo-2,3-dihydropyridazine-4-carboxamide FC=1C=C(C=CC1OC1=C2C(=NC=C1)NN=C2NCC(C)(C)O)NC(=O)C=2C(N(N=CC2)C2=CC=C(C=C2)F)=O